C(CO)O.[Ca] calcium ethylene glycol